propenyl heptanoate C(CCCCCC)(=O)OC=CC